N-(1-(1H-indol-3-yl)hexan-2-yl)-6-(4,4-dimethylpiperidin-1-yl)benzo[b]thiophene-2-formamide N1C=C(C2=CC=CC=C12)CC(CCCC)NC(=O)C1=CC2=C(S1)C=C(C=C2)N2CCC(CC2)(C)C